((S)-1-(((S,E)-4-(Oxazol-2-yl)-1-phenylbut-3-en-2-yl)-amino)-1-oxo-3-phenylpropan-2-yl)carbamate O1C(=NC=C1)/C=C/[C@H](CC1=CC=CC=C1)NC([C@H](CC1=CC=CC=C1)NC([O-])=O)=O